4-fluoro-6-bromo-1,2,3,4-tetrahydro-2,4-methylene-1,8-naphthyridine FC12CC(NC3=NC=C(C=C13)Br)C2